C1(=CC=CC=C1)C#CC=1C=C(OC2=C(N=NN2)C(=O)O)C=CC1 5-(3-(phenylethynyl)phenoxy)-1H-1,2,3-triazole-4-carboxylic acid